N-formyl-2,3,5-triiodobenzamide C(=O)NC(C1=C(C(=CC(=C1)I)I)I)=O